C(C)(C)(C)S(=O)N=C1C2=CC(=CC=C2CC12CCNCC2)OC 1-((tert-butylsulfinyl)imino)-6-methoxy-1,3-dihydrospiro[indene-2,4'-piperidine]